ClC1=NC(=NC(=N1)CC(C)C1=C(C=CC(=C1)Cl)F)N[C@@H](CO)CC(C)C (2R)-2-((4-chloro-6-(2-(5-chloro-2-fluorophenyl)propyl)-1,3,5-triazin-2-yl)amino)-4-methylpentan-1-ol